[5-(5-fluoro-2-methoxypyridin-4-yl)-1-[[2-(trimethylsilyl)ethoxy]methyl]pyrazole-3-carbonyl]-4-azaspiro[2.5]octane-7-carboxylic acid FC=1C(=CC(=NC1)OC)C1=CC(=NN1COCC[Si](C)(C)C)C(=O)C1CC12NCCC(C2)C(=O)O